CC1=C(C=NC=C1)C1=CC2=C(NN=N2)C=C1 5-(4-methylpyridin-3-yl)-1H-benzo[d][1,2,3]triazole